6-(3-methylmorpholino)-2-morpholino-[4,5'-bipyrimidin]-2'-amine CC1COCCN1C1=CC(=NC(=N1)N1CCOCC1)C=1C=NC(=NC1)N